FC1=C(C=CC=C1C(F)(F)F)C=1C=C2C(=NC1)N(C(N2C[C@@H]2OCC2)=O)C |r| (R/S)-6-[2-fluoro-3-(trifluoromethyl)phenyl]-3-methyl-1-(oxetan-2-ylmethyl)imidazo[4,5-b]pyridin-2-one